tert-butyl (R)-4-chloro-3-(2-fluorophenyl)-1-(isopropyl(methyl)carbamoyl)-6a,7,9,10-tetrahydro-6H-pyrazino[2,1-c]pyrido[3,4-f][1,4]oxazepine-8(12H)-carboxylate ClC1=C(N=C(C=2CN3[C@@H](COC21)CN(CC3)C(=O)OC(C)(C)C)C(N(C)C(C)C)=O)C3=C(C=CC=C3)F